nickel Manganese Oxide [O-2].[Mn+2].[Ni+2].[O-2]